tert-butyl 4-(3-cyanophenyl)-3,6-dihydropyridine-1(2H)-carboxylate C(#N)C=1C=C(C=CC1)C=1CCN(CC1)C(=O)OC(C)(C)C